(1R,4S)-Ethyl 4-((tert-butoxycarbonyl)amino)-3,3-difluorocyclopentanecarboxylate C(C)(C)(C)OC(=O)N[C@@H]1C(C[C@@H](C1)C(=O)OCC)(F)F